(4-aminopyrimidin-2-yl)-N,N-dimethyl-1H-pyrazole-1-sulfonamide NC1=NC(=NC=C1)C1=NN(C=C1)S(=O)(=O)N(C)C